3-((4-cyanophenoxy)methyl)azetidine-1,3-dicarboxylic acid 1-(tert-butyl) 3-methyl ester COC(=O)C1(CN(C1)C(=O)OC(C)(C)C)COC1=CC=C(C=C1)C#N